C(C)C1=NOC(=N1)C=1C=C2C(=CC=NC2=CC1OC)OC1=C(C=C(C=N1)NC(=O)C1(CC1)C(=O)NC1=CC=C(C=C1)F)F 1-N'-[6-[6-(3-ethyl-1,2,4-oxadiazol-5-yl)-7-methoxyquinolin-4-yl]oxy-5-fluoropyridin-3-yl]-1-N-(4-fluorophenyl)cyclopropane-1,1-dicarboxamide